OC1=C(C=CC(=C1)O)NC(=O)C12CC3(CC(CC(C1)C3)C2)C2=CC=C(C=C2)Cl 3-(4-Chloro-phenyl)-adamantane-1-carboxylic acid (2,4-dihydroxy-phenyl)-amide